C1(CCCC1)C=1N(N=C2C=CC(=CC12)C1=NC(=NC=C1F)NC1=NC=C(C=C1)CN1CCNCC1)C 4-(3-cyclopentyl-2-methyl-2H-indazol-5-yl)-5-fluoro-N-(5-(piperazin-1-ylmethyl)pyridin-2-yl)pyrimidin-2-amine